FC(C=1C(=C(C=CC1)C(C)=O)F)(C1CCN(CC1)C(C)C)F 1-(3-(difluoro(1-isopropylpiperidin-4-yl)methyl)-2-fluorophenyl)ethan-1-one